[Br-].C[NH+]1CCNCC1 1-methylpiperazin-1-ium bromide